BrC1=C(C#N)C=CC(=C1F)N1C=NC=C1 2-bromo-3-fluoro-4-(1H-imidazol-1-yl)benzonitrile